(2,4-bis(trifluoromethyl)phenyl)-N-(4-fluorophenyl)-N-((5-(pyridin-3-yl)-1,3,4-oxadiazol-2-yl)methyl)acetamide FC(C1=C(C=CC(=C1)C(F)(F)F)CC(=O)N(CC=1OC(=NN1)C=1C=NC=CC1)C1=CC=C(C=C1)F)(F)F